[Hf].CC1=C(C(=C(C1(C1(C=CC=2C1=CC=1CCCCC1C2)CCCCC)C)C)C)C Pentamethylcyclopentadienyl-(1-pentyl-5,6,7,8-tetrahydro-1H-cyclopenta[b]naphthalene) hafnium